chroman-6-carboxylic acid (2-piperidin-1-yl-benzoxazol-5-yl)-amide N1(CCCCC1)C=1OC2=C(N1)C=C(C=C2)NC(=O)C=2C=C1CCCOC1=CC2